5-(3,3-dimethylindolin-1-yl)sulfonyl-2H-isoquinolin-1-one CC1(CN(C2=CC=CC=C12)S(=O)(=O)C1=C2C=CNC(C2=CC=C1)=O)C